OCCOC1=CC=C(C=C1)C1(C=2CCCC(C2C(C2=CC=CC=C12)(CC)CC)C1=CC=CC=C1)C1=CC=C(C=C1)OCCO 10,10-Bis-(4-hydroxyethoxyphenyl)-9,9-bisethylphenyltetrahydroanthracene